(3S,4S)-8-(9-((3-chloro-2-fluorophenyl)ethynyl)-7H-imidazo[1,2-c]pyrazolo[4,3-e]pyrimidin-5-yl)-3-methyl-2-oxa-8-azaspiro[4.5]decan-4-amine ClC=1C(=C(C=CC1)C#CC1=NNC2=C1C=1N(C(=N2)N2CCC3([C@@H]([C@@H](OC3)C)N)CC2)C=CN1)F